Cl.Cl.N(N)CC1=CC=C(C=C1)C=1N(C=C(N1)C(F)(F)F)C(C)C 2-(4-(hydrazinomethyl)phenyl)-1-isopropyl-4-(trifluoromethyl)-1H-imidazole dihydrochloride